N-(4-cyanophenyl)-N-[(3-methoxy-2-methyl-phenyl)methyl]-1,2-dimethyl-pyrrole-3-carboxamide C(#N)C1=CC=C(C=C1)N(C(=O)C1=C(N(C=C1)C)C)CC1=C(C(=CC=C1)OC)C